p-(phenylthio)benzyl alcohol C1=CC=C(C=C1)SC2=CC=C(C=C2)CO